O=C1NC(CCC1N1C(N(C2=C1C=CC(=C2)C#CCC2CCN(CC2)C(=O)OC(C)(C)C)C)=O)=O tert-butyl 4-[3-[1-(2,6-dioxopiperidin-3-yl)-3-methyl-2-oxo-1,3-benzodiazol-5-yl]prop-2-yn-1-yl]piperidine-1-carboxylate